10-[4-[3-amino-6-(2-hydroxyphenyl)pyridazin-4-yl]piperazin-1-yl]-10-oxo-decanoic acid NC=1N=NC(=CC1N1CCN(CC1)C(CCCCCCCCC(=O)O)=O)C1=C(C=CC=C1)O